OC1=CC=C(C=C1)C1=CC=C(C=C1)CC=C 4-hydroxy-4'-allylbiphenyl